Ethyl (1-(4-methyl-5-((2-((((2-methyl-2H-tetrazol-5-yl) methyl) thio) methyl)-6-(trifluoromethyl) nicotinyl) imino)-4,5-dihydro-1H-tetrazol-1-yl) ethyl) carbonate C(OCC)(OC(C)N1N=NN(C1=NCC1=C(N=C(C=C1)C(F)(F)F)CSCC=1N=NN(N1)C)C)=O